C(C=C)(=O)N1CC(CC1)C=1N=C(N2C(=NC=CC21)N)C2=C(C=C(C(=O)NC1=NC=CC=C1)C=C2)C(F)(F)F 4-(1-(1-propenoylpyrrolidin-3-yl)-5-aminoimidazo[1,5-c]pyrimidin-3-yl)-N-(pyridin-2-yl)-3-(trifluoromethyl)benzamide